C(C)(C)(C)OC(=O)N(C=1C(=NC(=C(C1)C(F)F)O[C@@H](CC=C)C)C(=O)OC)C(=O)OC(C)(C)C methyl 3-[bis(tert-butoxycarbonyl)amino]-5-(difluoromethyl)-6-[(1R)-1-methylbut-3-enoxy]pyridine-2-carboxylate